CN1N=CC(=C1)C1=CC=2OCCNC2C=N1 7-(1-methyl-1H-pyrazol-4-yl)-3,4-dihydro-2H-pyrido[4,3-b][1,4]oxazine